C(#N)[C@]1([C@H](C1)C)N1C(=CC2=CC(=CC=C12)C1C[C@@H](OCC1)C)C(=O)N(C1=CC=CC=C1)C 1-[(1S,2S)-1-Cyano-2-methylcyclopropyl]-N-methyl-5-[(2S,45S)-2-methyloxan-4-yl]-N-phenylindole-2-carboxamide